5-amino-3-(4-bromophenyl)-1-(3-fluorophenyl)pyrazole-4-carbonitrile NC1=C(C(=NN1C1=CC(=CC=C1)F)C1=CC=C(C=C1)Br)C#N